N-((1S,3S)-3-((1-methyl-6-oxo-5-(trifluoromethyl)-1,6-dihydropyridazin-3-yl)amino)cyclobutyl)-1-(2,2,2-trifluoroethyl)-1H-pyrazole-4-carboxamide CN1N=C(C=C(C1=O)C(F)(F)F)NC1CC(C1)NC(=O)C=1C=NN(C1)CC(F)(F)F